methyl 4-(5-(5-ethyl-3-methylisoxazol-4-yl)-1-(tetrahydro-2H-pyran-4-yl)-1H-pyrrolo[2,3-b]pyridin-3-yl)-3-(trifluoromethoxy)benzoate C(C)C1=C(C(=NO1)C)C=1C=C2C(=NC1)N(C=C2C2=C(C=C(C(=O)OC)C=C2)OC(F)(F)F)C2CCOCC2